2-fluoro-6-[(2-methoxybenzyl)amino]-9-(oxepan-2-yl)-9H-purine FC1=NC(=C2N=CN(C2=N1)C1OCCCCC1)NCC1=C(C=CC=C1)OC